(M)-3-chloro-4-((6-fluoropyridin-2-yl)methoxy)-2'-(2-(2-hydroxypropan-2-yl)pyrimidin-4-yl)-5',6-dimethyl-2H-[1,4'-bipyridin]-2-one ClC=1C(N(C(=CC1OCC1=NC(=CC=C1)F)C)C1=CC(=NC=C1C)C1=NC(=NC=C1)C(C)(C)O)=O